FC1=C(C=C(C=C1C)C1=NN2C(C(NCC2)=O)=C1)C 2-(4-Fluoro-3,5-dimethyl-phenyl)-6,7-dihydro-5H-pyrazolo[1,5-a]pyrazin-4-one